C(C1=CC=CC=C1)OP(=O)(OCC1=CC=CC=C1)CC(C(=O)OCC1=CC=CC=C1)CCC(=O)NCC[C@@H](C)[C@H]1CCC2C3[C@H](CC4C[C@@H](CC[C@@]4(C3CC[C@]12C)C)O)O Benzyl 2-((bis(benzyloxy)phosphoryl)methyl)-5-(((3R)-3-((3R,7S,10S,13R,17R)-3,7-dihydroxy-10,13-dimethylhexadecahydro-1H-cyclopenta[a]phenanthren-17-yl)butyl)amino)-5-oxopentanoate